dimethylsilyl-bis(1-indenyl)zirconium dichloride [Cl-].[Cl-].C[SiH](C)[Zr+2](C1C=CC2=CC=CC=C12)C1C=CC2=CC=CC=C12